ClC1=NC(=C2C(=N1)N(N=C2)C)NC2=CC=C(C=C2)C(F)(F)F 6-chloro-1-methyl-N-[4-(trifluoromethyl)phenyl]-1H-pyrazolo[3,4-d]Pyrimidin-4-amine